C1(CCC=2C(=CC=CC12)C(=O)[O-])C1CCC2=CC=CC=C12 biindane-4-carboxylate